CC(C)(CCC(C)(OO)C)OO 2,5-dimethyl-2,5-di(hydroperoxy)hexane